FC=1C=C(C=C2C(=NC(=NC12)OC([2H])([2H])[C@]12CCCN2C[C@@H](C1)F)N1[C@@H]2[C@H]([C@@H]2COCC1)F)C(F)(F)F 8-fluoro-4-((1S,7S,8S)-8-fluoro-5-oxa-2-azabicyclo[5.1.0]octan-2-yl)-2-(((2R,7aS)-2-fluorotetrahydro-1H-pyrrolizin-7a(5H)-yl)methoxy-d2)-6-(trifluoromethyl)quinazolin